C[C@@H]1[C@@H](CNC1)OC(NC=1N=CC2=C(C(=C(C=C2C1)C1=C(C2=C(OCCN2)N=C1)C)F)N)=O |r| (±)-cis-[4-Methylpyrrolidin-3-yl]N-[8-amino-7-fluoro-6-(8-methyl-2,3-dihydro-1H-pyrido[2,3-b][1,4]oxazin-7-yl)-3-isoquinolyl]carbamate